isopropyl (2S)-2-(benzyloxycarbonylamino)-3-[4-[but-3-en-1-yl-[[(1S)-2-cyclopentyloxy-1-methyl-2-oxo-ethyl]amino]phosphoryl]oxyphenyl]propanoate C(C1=CC=CC=C1)OC(=O)N[C@H](C(=O)OC(C)C)CC1=CC=C(C=C1)OP(=O)(N[C@H](C(=O)OC1CCCC1)C)CCC=C